di-tert-butyl (6R,9S)-3-oxo-2,3,6,7,8,9-hexahydro-4H-6,9-epiminocyclohepta[e][1,2,4]triazine-4,10-dicarboxylate O=C1NN=C2C(N1C(=O)OC(C)(C)C)=C[C@H]1CC[C@@H]2N1C(=O)OC(C)(C)C